ClC1=C(C=C(C=C1)C(F)(F)F)NC(=O)C1=C(N=C(S1)N(C(=O)C1(CC1)C(=O)N)C1=CC(=CC(=C1)F)Cl)C N-(5-((2-chloro-5-(trifluoromethyl)phenyl)carbamoyl)-4-methylthiazol-2-yl)-N-(3-chloro-5-fluorophenyl)cyclopropane-1,1-dicarboxamide